CN1[C@H]2[C@H]3N([C@H]3[C@@H]1CCC2)C2=CC=CC=C2 (1R,2R,4S,5S)-9-methyl-3-phenyl-3,9-diazatricyclo[3.3.1.02,4]nonane